C(=C)C1=CC=C(C=C1)S(=O)(=O)O.[Na] sodium 4-vinylbenzenesulfonic acid